ClC1=C(C=C(C=C1)OC)C1=CN=C(O1)CSC1=NC(=NC(=N1)C)N 4-({[5-(2-Chloro-5-methoxyphenyl)-1,3-oxazol-2-yl]methyl}sulfanyl)-6-methyl-1,3,5-triazin-2-amin